(3S)-3-amino-2-methylbutan-2-ol N[C@H](C(C)(O)C)C